2-(4-Fluoro-2-isopropyl-6-(3-methylpyridin-4-yl)phenyl)-N-((4-(2-hydroxypropan-2-yl)thiophen-2-yl)sulfonyl)acetamide, potassium salt [K].FC1=CC(=C(C(=C1)C1=C(C=NC=C1)C)CC(=O)NS(=O)(=O)C=1SC=C(C1)C(C)(C)O)C(C)C